2-((1S,4S,5R)-5-((3-(2-chloro-6-fluorophenyl)-5-cyclopropylisoxazol-4-yl)methoxy)-2-azabicyclo[2.2.1]heptan-2-yl)-4-(((R)-tetrahydrofuran-3-yl)oxy)benzo[d]thiazole-6-carboxylic acid ClC1=C(C(=CC=C1)F)C1=NOC(=C1CO[C@H]1[C@@H]2CN([C@H](C1)C2)C=2SC1=C(N2)C(=CC(=C1)C(=O)O)O[C@H]1COCC1)C1CC1